2-(1-(3-tolyl)vinyl)furan C1(=CC(=CC=C1)C(=C)C=1OC=CC1)C